2-isopropyl-1,3-phenylene bis(hydrogen sulfate) S(=O)(=O)(O)OC1=C(C(=CC=C1)OS(=O)(=O)O)C(C)C